O=S1(CCN(CC1)CC(=O)CN1CCS(CC1)(=O)=O)=O (1,1-dioxo-thiomorpholin-4-yl)-methylketone